(+)-2-(3-chloro-5-fluorophenyl)-2-[(4-{[(1,2-oxazol-3-yl)amino]methyl}-1H-1,3-benzodiazol-2-yl)amino]propan-1-ol ClC=1C=C(C=C(C1)F)C(CO)(C)NC1=NC2=C(N1)C=CC=C2CNC2=NOC=C2